S(=O)(=O)([O-])C1=CC=C(C)C=C1.C(C)(C)(C)C1=CC=C(C=C1)[I+]C1=CC=C(C=C1)C(C)(C)C di(4-tert-butylphenyl)iodonium tosylate